O1C=C(C=C1)C1=CC2=C(C=C(O2)C(=O)NCC2=CC=C(C=C2)O)C=C1 6-(furan-3-yl)-N-(4-hydroxybenzyl)benzofuran-2-carboxamide